(2-((5-chloro-4-((2-(dimethylphosphoryl)phenyl)amino)pyridin-2-yl)amino)pyridin-4-yl)pyrrolidine-1-carboxylic acid tert-butyl ester C(C)(C)(C)OC(=O)N1C(CCC1)C1=CC(=NC=C1)NC1=NC=C(C(=C1)NC1=C(C=CC=C1)P(=O)(C)C)Cl